FC1=C(CN2[C@@H](CCC2=O)CC(=O)NC(C(=O)NCC2=CC=C(C=C2)OC)C(C)C)C=CC=C1F 2-(2-((S)-1-(2,3-Difluorobenzyl)-5-oxopyrrolidin-2-yl)acetamido)-N-(4-methoxybenzyl)-3-methylbutanamide